5-(2-ethoxy-3-pyridinyl)-1,3-dimethyl-7-pyrrolidin-1-yl-pyrazolo[4,3-b]pyridine C(C)OC1=NC=CC=C1C1=CC(=C2C(=N1)C(=NN2C)C)N2CCCC2